ClC=1C=C(C=C2C(=C(C=NC12)C#N)N[C@H](CC)C1=CC=CC=C1)[N+](=O)[O-] (R)-8-chloro-6-nitro-4-((1-phenylpropyl)amino)quinoline-3-carbonitrile